N[C@H](C(=O)NCCNC(C1=C(C=C(C=C1)NC=1C=2N(C=CN1)C(=CN2)C=2C(=NNC2)C(F)(F)F)CC)=O)C (S)-N-(2-(2-aminopropanamido)ethyl)-2-ethyl-4-((3-(3-(trifluoromethyl)-1H-pyrazol-4-yl)imidazo[1,2-a]pyrazin-8-yl)amino)benzamide